(E)-N-(4-((3-chloro-4-fluorophenyl)amino)-7-methoxyquinazolin-6-yl)-4-(4-(3-((2-(2,6-dioxopiperidin-3-yl)-1-oxoisoindolin-4-yl)amino)propanamido)piperidin-1-yl)but-2-enamide ClC=1C=C(C=CC1F)NC1=NC=NC2=CC(=C(C=C12)NC(\C=C\CN1CCC(CC1)NC(CCNC1=C2CN(C(C2=CC=C1)=O)C1C(NC(CC1)=O)=O)=O)=O)OC